4-(hydroxymethyl)-2-(2-hydroxypropan-2-yl)thiazole-5-sulfonimidamide OCC=1N=C(SC1S(=O)(N)=N)C(C)(C)O